[Ir+].C(C)(=O)CC(C)=O (acetylacetone) iridium (I)